(2R,4R)-2-methyl-N-(tetrahydro-2H-pyran-4-yl)piperidin-4-amine C[C@H]1NCC[C@H](C1)NC1CCOCC1